BrC=1C=NN(C1)CCOC1OCCCC1 4-bromo-1-(2-((tetrahydro-2H-pyran-2-yl)oxy)ethyl)-1H-pyrazole